N-(2-ethylphenyl)-N'-(2-ethoxy-5-tert-butylphenyl)oxalic acid diamide C(C)C1=C(C=CC=C1)NC(C(=O)NC1=C(C=CC(=C1)C(C)(C)C)OCC)=O